(3S,6S,10aR,Z)-6-((tert-butoxycarbonyl)amino)-5-oxo-1,2,3,5,6,7,10,10a-octahydropyrrolo[1,2-a]azocine-3-carboxylic acid C(C)(C)(C)OC(=O)N[C@H]1C\C=C/C[C@@H]2N(C1=O)[C@@H](CC2)C(=O)O